BrC1=C(C(=C2C(=NC(=NC2=C1F)SC)N(C)C1COCC1O[Si](C)(C)C(C)(C)C)F)Cl 7-bromo-N-(4-((tert-butyldimethylsilyl)oxy)tetrahydrofuran-3-yl)-6-chloro-5,8-difluoro-N-methyl-2-(methylthio)quinazolin-4-amine